ethyl 2-(7-cyano-5-(oxetan-3-yl) benzo[b]thiophen-2-yl)-4-methylthiazole-5-carboxylate C(#N)C1=CC(=CC2=C1SC(=C2)C=2SC(=C(N2)C)C(=O)OCC)C2COC2